BrC1=CC=C(C=C1)\C=C/C(=O)OC1=C(C=C(C=C1)Cl)C1SCCCS1 (Z)-4-chloro-2-(1,3-dithian-2-yl)phenyl 3-(4-bromophenyl)acrylate